N-((1-benzylpiperidin-4-yl)methyl)-6-(4-methoxyphenyl)-1-(3-(pyrrolidin-1-yl)propyl)-1H-indazol-4-amine C(C1=CC=CC=C1)N1CCC(CC1)CNC=1C=2C=NN(C2C=C(C1)C1=CC=C(C=C1)OC)CCCN1CCCC1